2-(hex-5-en-1-yloxy)isoindoline-1,3-dione C(CCCC=C)ON1C(C2=CC=CC=C2C1=O)=O